BrCCCCCO[Si](C)(C)C(C)(C)C (5-bromopentyloxy)(t-butyl)dimethylsilane